COC1=CC=CC=2C(CCSC21)=O 8-methoxybenzothian-4-one